NC1CC2=CC=CC=C2CC1 2-amino-tetralin